1-(6Z,9Z,12Z-octadecatrienoyl)-2-octadecanoyl-glycero-3-phosphocholine CCCCCCCCCCCCCCCCCC(=O)O[C@H](COC(=O)CCCC/C=C\C/C=C\C/C=C\CCCCC)COP(=O)([O-])OCC[N+](C)(C)C